NC1=C(C=C(C=N1)C=1C=C2N(N1)CCC21CN(C1)C(=O)NCC)O[C@H](C)C1=CC=CC=C1 2'-{6-amino-5-[(1R)-1-phenylethoxy]pyridin-3-yl}-N-ethyl-5',6'-dihydrospiro[azetidine-3,4'-pyrrolo[1,2-b]pyrazole]-1-carboxamide